NC1=CC(=C(N=N1)C)C=1C=NC2=CC(=NC=C2C1)NC 3-(6-amino-3-methylpyridazin-4-yl)-N-methyl-1,6-naphthyridin-7-amine